6-((1H-indazol-4-yl)methyl)-4-methyl-5-oxo-5,6-dihydro-4H-thiazolo[5',4':4,5]pyrrolo[2,3-d]pyridazine-2-carbonitrile N1N=CC2=C(C=CC=C12)CN1N=CC2=C(C1=O)N(C1=C2SC(=N1)C#N)C